C(=O)N1CCN(CC1)CC1=CC=C(C(=O)O)C=C1 4-((4-formylpiperazin-1-yl)methyl)benzoic acid